N-(4-(5-(6-(4,4-difluoropiperidin-1-yl)pyridin-2-yl)isoxazol-3-yl)-3-(6-azaspiro[2.5]octan-6-yl)phenyl)methanesulfonamide FC1(CCN(CC1)C1=CC=CC(=N1)C1=CC(=NO1)C1=C(C=C(C=C1)NS(=O)(=O)C)N1CCC2(CC2)CC1)F